dithiophenedione C1=CSC(=C1)C2=CC=CS2(=O)=O